2-{[(2S,4S)-4-({2-[(4-cyano-2-fluorophenoxy)methyl]pyrimidin-4-yl}oxy)-2-methylpiperidin-1-yl]methyl}-3-{[(2S)-oxetan-2-yl]methyl}-3H-imidazo[4,5-b]pyridine-5-carboxylic acid C(#N)C1=CC(=C(OCC2=NC=CC(=N2)O[C@@H]2C[C@@H](N(CC2)CC2=NC=3C(=NC(=CC3)C(=O)O)N2C[C@H]2OCC2)C)C=C1)F